(3aR,11aS)-6-fluoro-10-methyl-1-(6-methyl-4-(trifluoromethyl)pyridin-2-yl)-5-(2-(piperazin-1-yl)propyl)-1,3a,4,5,10,11a-hexahydro-2H-benzo[b]pyrrolo[2,3-f][1,4]diazocine-2,11(3H)-dione FC1=CC=CC2=C1N(C[C@@H]1[C@@H](C(N2C)=O)N(C(C1)=O)C1=NC(=CC(=C1)C(F)(F)F)C)CC(C)N1CCNCC1